(13Z)-16-iodo-13-hexadecenyl acetate C(C)(=O)OCCCCCCCCCCCC\C=C/CCI